C(C)OC(=O)C1=NN(C2=CC=CC(=C2C1=O)Br)C1=NC=NC(=C1)OC 5-bromo-1-(6-methoxypyrimidin-4-yl)-4-oxo-cinnoline-3-carboxylic acid ethyl ester